4-((3S)-1-(1-((1-(1-(3,5-difluorophenyl)ethyl)-1H-imidazol-4-yl)amino)-1-oxopropan-2-yl)-4,4-difluoropiperidin-3-yl)pyridine 1-oxide FC=1C=C(C=C(C1)F)C(C)N1C=NC(=C1)NC(C(C)N1C[C@@H](C(CC1)(F)F)C1=CC=[N+](C=C1)[O-])=O